7-bromo-N-{4-[(tert-butyldiphenylsilyl)oxy]-3-hydroxybutyl}-6-chloro-N-(2,2-difluoroethyl)-5-fluoro-2-(methylsulfanyl)quinazolin-4-amine BrC1=C(C(=C2C(=NC(=NC2=C1)SC)N(CC(F)F)CCC(CO[Si](C1=CC=CC=C1)(C1=CC=CC=C1)C(C)(C)C)O)F)Cl